6-(1-methyl-1H-pyrazol-4-yl)-3-(piperazin-1-yl-2,2,3,3,5,5,6,6-d8)pyrazolo[1,5-a]pyridine hydrochloride Cl.CN1N=CC(=C1)C=1C=CC=2N(C1)N=CC2N2C(C(NC(C2([2H])[2H])([2H])[2H])([2H])[2H])([2H])[2H]